C(#N)C1=CC=C(C=C1)C(C(C)(C)C)(CC)C1=CC=C(C=C1)C#N 3,3-bis(4-cyanophenyl)-2,2-dimethylpentane